C(C)(C)(C)OC(C1=C(N=CC=C1CNC(=O)OC(C)(C)C)NC)=O 4-(((tert-butoxycarbonyl)amino)methyl)-2-(methylamino)nicotinic acid tert-butyl ester